N-[2-[4-[[tert-butyl(diphenyl)silyl]oxymethyl]cyclohexoxy]ethyl]-4-[(6-chloro-8-cyclopentyl-7-oxo-pyrido[2,3-d]pyrimidin-2-yl)amino]-3-methyl-benzenesulfonamide [Si](C1=CC=CC=C1)(C1=CC=CC=C1)(C(C)(C)C)OCC1CCC(CC1)OCCNS(=O)(=O)C1=CC(=C(C=C1)NC=1N=CC2=C(N1)N(C(C(=C2)Cl)=O)C2CCCC2)C